C(C)OC1=C(C=CC=C1)N1C(SCC1=O)=N 3-(2-ethoxyphenyl)-2-iminothiazolidin-4-one